BrCCCOC1=CC=C2CCC=NC2=C1 7-(3-bromopropoxy)-3,4-dihydroquinoline